2-((1r,3r)-1-(3-bromophenyl)-3-fluorocyclobutyl)-1H-imidazole BrC=1C=C(C=CC1)C1(CC(C1)F)C=1NC=CN1